4-((2-(4-(3-isopropyl-1,2,4-oxadiazol-5-yl)piperidin-1-yl)imidazo[2,1-b][1,3,4]thiadiazol-6-yl)methoxy)-N,N-dimethylbenzamid C(C)(C)C1=NOC(=N1)C1CCN(CC1)C1=NN2C(S1)=NC(=C2)COC2=CC=C(C(=O)N(C)C)C=C2